ClC=1C=C2CCOC3C(NCCC(=C32)C1)=O 5-Chloro-2,3,7,8,9,10a-hexahydro-10H-isochromeno[1,8-cd]azepin-10-one